BrC1=C(C=C(C(=N1)C(=O)C=1C=2C=NNC2C(=CC1)F)NC(CCl)=O)C N-[6-bromo-2-(7-fluoro-1H-indazole-4-carbonyl)-5-methyl-3-pyridyl]-2-chloro-acetamide